C(C)(C)(C)C=1SC(=NN1)CN1CC2(C1)CNC2 2-tert-butyl-5-(2,6-diazaspiro[3.3]heptan-2-ylmethyl)-1,3,4-thiadiazole